5-methyl-6-oxo-1,4,5,6-tetrahydropyridazine-3-carboxylic acid tert-butyl ester C(C)(C)(C)OC(=O)C1=NNC(C(C1)C)=O